5-chloro-3-(4,4-difluorocyclohex-1-en-1-yl)pyridazin-4-amine ClC=1C(=C(N=NC1)C1=CCC(CC1)(F)F)N